tert-butyl rac-((3R,5S,6S)-5-hydroxy-6-methylpiperidin-3-yl)carbamate O[C@H]1C[C@H](CN[C@H]1C)NC(OC(C)(C)C)=O |r|